ClC=1C=CC=C2C=CC=C(C12)C1=C(C=2N=C(N=C(C2C=N1)NCC1(CCC1)N(C)C)OC[C@@]12CCCN2[C@H](CC1)CO)F ((3R,7aR)-7a-(((7-(8-chloronaphthalen-1-yl)-4-(((1-(dimethylamino)cyclobutyl)methyl)amino)-8-fluoropyrido[4,3-d]pyrimidin-2-yl)oxy)methyl)hexahydro-1H-pyrrolizin-3-yl)methanol